Nitrogen Phosphorus [P].[N]